BrC1=C(C=CC=C1)[C@@H]1CN(CCC1)C1=CC(=NC(=N1)NC)NC |r| (R/S)-6-(3-(2-bromophenyl)piperidin-1-yl)-N2,N4-dimethylpyrimidine-2,4-diamine